OC1=C(C=CC=C1)C1CCN(CC1)[C@H]1CC2(CN(C2)C(=O)C2COC2)CC1 (R)-(6-(4-(2-hydroxyphenyl)piperidin-1-yl)-2-azaspiro[3.4]oct-2-yl)(oxetan-3-yl)methanone